O=C1NC(CCC1N1C(N(C2=C1C=CC(=C2)C#CC2CCC(CC2)C(=O)OCC2=CC=CC=C2)C)=O)=O Benzyl (1R,4R)-4-[2-[1-(2,6-dioxopiperidin-3-yl)-3-methyl-2-oxo-1,3-benzodiazol-5-yl]ethynyl]cyclohexane-1-carboxylate